(Z)-3-(1-(4-amino-2-fluorobut-2-en-1-yl)-6-(pyrrolidine-1-carbonyl)-1H-benzo[d][1,2,3]triazol-4-yl)-N-methylbenzenesulfonamide hydrochloride Cl.NC\C=C(\CN1N=NC2=C1C=C(C=C2C=2C=C(C=CC2)S(=O)(=O)NC)C(=O)N2CCCC2)/F